4-(chloromethyl)-5-(difluoro-methyl)thiazole ClCC=1N=CSC1C(F)F